(S)-6-chloro-3-((1-(2-(5,7-dihydro-6H-pyrrolo[3,4-b]pyridin-6-yl)-3,6-dimethyl-4-oxo-3,4-dihydroquinazolin-8-yl)ethyl)amino)picolinic acid ClC1=CC=C(C(=N1)C(=O)O)N[C@@H](C)C=1C=C(C=C2C(N(C(=NC12)N1CC2=NC=CC=C2C1)C)=O)C